BrC=1C(=C(C=CC1)NC(=O)C=1N=CC=2CN(CCC2C1)C1CCC1)Cl N-(3-bromo-2-chlorophenyl)-7-cyclobutyl-5,6,7,8-tetrahydro-2,7-naphthyridine-3-carboxamide